NC1=C(C=C(C#N)C=C1)NC1CC1 4-amino-3-(cyclopropylamino)benzonitrile